C(C)(C)(C)OC(=O)[C@@H]1N[C@H]([C@]([C@H]1C1=CC=CC=C1)(C#N)C1=C(C=C(C=C1)Cl)F)CC(C)(C)C (2R,3R,4R,5S)-4-(4-chloro-2-fluorophenyl)-4-cyano-5-neopentyl-3-phenylpyrrolidine-2-carboxylic acid tert-butyl ester